normal tetradecanedioic acid C(CCCCCCCCCCCCC(=O)O)(=O)O